BrC=1C=C(C=C(C1)C1=CC=C(C=C1)C1=CC2=CC=CC=C2C=C1)C1=CC=C(C=C1)C1=CC2=CC=CC=C2C=C1 2,2'-(5'-bromo-[1,1':3',1''-terphenyl]-4,4''-diyl)dinaphthalene